N'-Fluorenylmethoxycarbonyl-N-benzyloxycarbonyl-L-lysine C1(=CC=CC=2C3=CC=CC=C3CC12)COC(=O)NCCCC[C@H](NC(=O)OCC1=CC=CC=C1)C(=O)O